3-formyl-5,6-dihydro-[1,2,4]triazolo[4,3-a]pyrazine-7(8H)-carboxylic acid tert-butyl ester C(C)(C)(C)OC(=O)N1CC=2N(CC1)C(=NN2)C=O